OCCOC1=CC(=NC(=C1)S(=O)(=O)C)NC1=C(C=NC(=C1)NC(C)=O)C1=NC=C(C=C1)N1C(COCC1)=O N-(4'-((4-(2-hydroxyethoxy)-6-(methylsulfonyl)pyridin-2-yl)amino)-5-(3-oxomorpholino)-[2,3'-bipyridin]-6'-yl)acetamide